tert-butyl [cis-4-(1H-1,2,4-triazol-1-yl)cyclohexyl]carbamate N1(N=CN=C1)[C@H]1CC[C@H](CC1)NC(OC(C)(C)C)=O